COC1=C(C=CC(=C1)C1=NN=CN1C)NC=1N=CC2=C(N1)C(=NC(=C2)C)NC(CC)CC N2-(2-methoxy-4-(4-methyl-4H-1,2,4-triazol-3-yl)phenyl)-6-methyl-N8-(pentan-3-yl)pyrido[3,4-d]pyrimidine-2,8-diamine